ClC=1C=C2C(=CNC2=CC1)CCCNS(=O)(=O)C1=CC=C(C=C1)[N+](=O)[O-] N-(3-(5-chloro-1H-indol-3-yl)propyl)-4-nitrobenzenesulfonamide